S(=O)(=O)(O)O.ClCC(=O)N1CCCC2=CC(=CC=C12)OCC(=O)N 2-((1-(2-chloroacetyl)-1,2,3,4-tetrahydroquinolin-6-yl)oxy)acetamide sulphate